[2H]C(N1N=NC(=C1)C=1C=CC(=NC1)N)(C1=C(C(=C(C=C1)C=1OC(=NN1)C(F)F)F)F)[2H] 5-[1-[Dideuterio-[4-[5-(difluoromethyl)-1,3,4-oxadiazol-2-yl]-2,3-difluorophenyl]methyl]triazol-4-yl]pyridin-2-amine